4-(2-(2-aminopyridin-3-yl)-5-carbamoyl-3H-imidazo[4,5-b]pyridin-3-yl)benzyl acetate C(C)(=O)OCC1=CC=C(C=C1)N1C(=NC=2C1=NC(=CC2)C(N)=O)C=2C(=NC=CC2)N